1-CYCLOHEXYL-3,3-DIMETHYLBUTAN-2-ONE C1(CCCCC1)CC(C(C)(C)C)=O